FC1=C(C=CC(=C1)F)S(=O)(=O)NC1=CC=C2CCCN(C2=C1)S(=O)(=O)C=1SC=CC1 2,4-difluoro-N-(1-(thien-2-ylsulfonyl)-1,2,3,4-tetrahydroquinolin-7-yl)benzenesulfonamide